CC1=C(C(=CC=C1C)C)O L-2,3,6-trimethylphenol